N1CC(C1)SC1=CC=C(S1)[C@H]1N([C@@H](CC2=C1NC1=CC=CC=C21)C)CC(C)(C)F (1S,3R)-1-(5-(azetidin-3-ylthio)thiophen-2-yl)-2-(2-fluoro-2-methylpropyl)-3-methyl-2,3,4,9-tetrahydro-1H-pyrido[3,4-b]indole